[C@@H]1([C@H](O)[C@H](O)[C@H](O1)CO)N1C=NC=2C(=NC=CC21)N 1-(β-D-ribofuranosyl)-1H-imidazo[4,5-c]pyridin-4-amine